C(C)(=O)C(C)C1=CC=C(C=C1)C(C)=O 1,4-diacetylethylbenzene